C(CCCCCC\C=C\CCC)=O (E)-8-dodecenal